C(=O)C=1C=C(C(=C(C1)NC(C1=CC(=CC=C1)C1=C(C=NN1C)C1=NN=CN1C)=O)O)C(F)(F)F N-(5-Formyl-2-hydroxy-3-(trifluoromethyl)phenyl)-3-(1-methyl-4-(4-methyl-4H-1,2,4-triazol-3-yl)-1H-pyrazol-5-yl)benzamide